15-(5-methyl-3,4-dihydro-2H-quinoxalin-1-yl)-8-oxa-2,13,19,20-tetrazatetracyclo[11.6.2.13,7.017,21]docosa-1(19),3,5,7(22),15,17,20-heptaen-14-one CC1=C2NCCN(C2=CC=C1)C=1C(N2CCCCOC=3C=CC=C(NC4=NC=C(C1)C2=N4)C3)=O